O=C1N(CC2=CC(=CC=C12)O[C@@H]1[C@@H](CCCC1)NCC1=CC=NC=C1)C1C(NC(CC1)=O)=O 3-(1-oxo-5-(((1S,2R)-2-((pyridin-4-ylmethyl)amino)cyclohexyl)oxy)isoindolin-2-yl)piperidine-2,6-dione